(1S,2S)-2-(4-((4-chloro-1H-imidazol-1-yl)methyl)-2-methylphenyl)cyclopropane-1-carboxylic acid ClC=1N=CN(C1)CC1=CC(=C(C=C1)[C@@H]1[C@H](C1)C(=O)O)C